C=CCCCCCCCCCC (8E)-dodecen